(R)- and (S)-hydroxybutyrate O[C@@H](C(=O)[O-])CC |r|